C(C1=CC=CC=C1)(=O)OC(COC)C 1-methoxy-2-propyl benzoate